CO\C=C(\C(=O)OC)/OC1=C(C=CC(=C1)N1N=CC(=N1)C(F)(F)F)C methyl (Z)-3-methoxy-2-[2-methyl-5-[4-(trifluoromethyl) triazol-2-yl]phenoxy]prop-2-enoate